N-[1,3-bis(4-Chlorophenyl)-1H-pyrazol-5-yl]acetamide ClC1=CC=C(C=C1)N1N=C(C=C1NC(C)=O)C1=CC=C(C=C1)Cl